1-methyldimethoxysilyl-6-bis(trimethoxysilylpropylamino)methylsilylhexane C[Si](CCCCCC[SiH2]C(NCCC[Si](OC)(OC)OC)NCCC[Si](OC)(OC)OC)(OC)OC